(rac)-(cis)-3-methyl-4-(3-fluoro-4-(trifluoromethoxy)phenyl)piperidine C[C@@H]1CNCC[C@@H]1C1=CC(=C(C=C1)OC(F)(F)F)F |r|